N1CCC(CC1)CC1=CC=C(C=C1)NC(OCCCC)=O butyl (4-(piperidin-4-ylmethyl)phenyl)carbamate